methacrylic acid ethyl-acetate C(C)OC(C)=O.C(C(=C)C)(=O)O